FC=1C=C(OC=2C=CC(=NC2)NC(=O)[C@@H]2N(CCC2)C)C=CC1F (2R)-N-[5-(3,4-Difluorophenoxy)-2-pyridinyl]-1-methyl-pyrrolidine-2-carboxamide